O[C@H](CNC(=O)C1=NC(=NC=C1)N1CCCCC1)[C@H]1NCC2=CC(=CC=C2C1)O N-[(2R)-2-hydroxy-2-[(3S)-7-hydroxy-1,2,3,4-tetrahydroisoquinolin-3-yl]ethyl]-2-(1-piperidyl)pyrimidine-4-carboxamide